C(C)C1(C(OCC=2C(N3CC=4C(=NC=5C=CC(=CC5C4CC)O)C3=CC21)=O)=O)O 4,11-diethyl-4,9-dihydroxy-1H-pyrano[3',4':6,7]indolizino[1,2-b]quinoline-3,14(4H,12H)-dione